2'-O-methylguanosine-3'-phosphorodithioate P(O)(=S)(S)O[C@H]1[C@H]([C@@H](O[C@@H]1CO)N1C=NC=2C(=O)NC(N)=NC12)OC